β-nitropropionic acid [N+](=O)([O-])CCC(=O)O